FC1=C(C(=CC=C1)C(F)(F)F)N1CN=CC=C1C 1-(2-fluoro-6-trifluoromethylphenyl)-6-methylpyrimidine